NC1=NC=NN2C1=C(C(=N2)C2=CC=C(C=C2)NC(C=C)=O)C=2C=NC(=CC2)OC2CCC2 N-(4-(4-amino-5-(6-cyclobutoxypyridin-3-yl)pyrazolo[5,1-f][1,2,4]triazin-6-yl)phenyl)acrylamide